3,5-dinitro-o-cresol CC1=C(C=C(C=C1O)[N+](=O)[O-])[N+](=O)[O-]